6-N-(2-Amino-3-methoxypropyl)-4-N-[(3-chloro-4-methylphenyl)methyl]-1-methylpyrazolo[3,4-d]pyrimidine-4,6-diamine NC(CNC1=NC(=C2C(=N1)N(N=C2)C)NCC2=CC(=C(C=C2)C)Cl)COC